C1C(C1)C#CC1=C(C=CC=C1)O 2-(2-cyclopropyl)ethynylphenol